1-((4-((2S,3S)-3-hydroxy-2-methylazetidine-1-carbonyl)oxazol-2-yl)methyl)-4-(1H-pyrazol-4-yl)pyridin-2(1H)-one O[C@@H]1[C@@H](N(C1)C(=O)C=1N=C(OC1)CN1C(C=C(C=C1)C=1C=NNC1)=O)C